C(C)N1N=CC(=C1C1=CC=C(C=C1)NC1=CC2=C(C(=CC(O2)=O)C(F)(F)F)C=C1)C 7-((4-(1-ethyl-4-methyl-1H-pyrazol-5-yl)phenyl)amino)-4-(trifluoromethyl)-2H-benzopyran-2-one